6-(1,1-difluoroethyl)-N-[2-[4-(hydroxymethyl)cyclohexyl]-6-methoxy-7-methyl-indazol-5-yl]pyridine-2-carboxamide FC(C)(F)C1=CC=CC(=N1)C(=O)NC1=CC2=CN(N=C2C(=C1OC)C)C1CCC(CC1)CO